C(#C)C1=C2C(=CC(=CC2=CC=C1F)O)C1=C(C=2N=C(N=C(C2C=N1)N1CC2CCC(C1)O2)N2CCN(CC2)C)F 5-ethynyl-6-fluoro-4-[8-fluoro-2-(4-methylpiperazin-1-yl)-4-(8-oxa-3-azabicyclo[3.2.1]octan-3-yl)pyrido[4,3-d]pyrimidin-7-yl]naphthalen-2-ol